BrN1N=CC=2C1=NC(=CC2)C(F)F bromo-6-(difluoromethyl)-1H-pyrazolo[3,4-b]Pyridine